C(C(=C)C)(=O)OCCC(C)C Isopentyl Methacrylate